[C@H]12CC(C[C@@H]2C1)C1=CC(=C(C=C1Cl)C=1NC=2C=CN=C(C2C(C1)=O)C(=O)N)C 2-(4-((1R,3s,5S)-bicyclo[3.1.0]hexan-3-yl)-5-chloro-2-methylphenyl)-4-oxo-1,4-dihydro-1,6-naphthyridine-5-carboxamide